C(C)(C)(C)OC(=O)N1C(CCCC1)NCC#N ((cyanomethyl)amino)piperidine-1-carboxylic acid tert-butyl ester